C(C1=CC=CC=C1)N(C1CCC(CC1)(O)C(C)(C)O)CC1=CC=CC=C1 4-(dibenzylamino)-1-(2-hydroxypropan-2-yl)cyclohexan-1-ol